NC=1C2=C(N=C(N1)CO)N(C(C2(C)C)=O)C2=CC=C(C=C2)N2CCOCC2 4-amino-2-(hydroxymethyl)-5,5-dimethyl-7-(4-morpholinophenyl)-5,7-dihydro-6H-pyrrolo[2,3-d]pyrimidin-6-one